2-hydroxy-1-(4-(4-(2-hydroxy-2-methylpropionyl)-benzyl)-phenyl)-2-methylpropan-1-one OC(C(=O)C1=CC=C(C=C1)CC1=CC=C(C=C1)C(C(C)(C)O)=O)(C)C